3-(1-Oxo-5-(((S)-1-((2-((((R)-tetrahydrofuran-3-yl)oxy)methyl)quinolin-6-yl)methyl)pyrrolidin-3-yl)oxy)isoindolin-2-yl)piperidine-2,6-dione O=C1N(CC2=CC(=CC=C12)O[C@@H]1CN(CC1)CC=1C=C2C=CC(=NC2=CC1)CO[C@H]1COCC1)C1C(NC(CC1)=O)=O